NC1=C2N=CN(C2=NC(=N1)Cl)[C@H]1C[C@H]([C@](O1)(F)COC(C(=O)O)(C(=O)O)CC1=CC(=CC=C1)OC1=CC=CC=C1)O 2-(((2R,3R,4S,5R)-5-(6-amino-2-chloro-9H-purin-9-yl)-2-fluoro-3-hydroxytetrahydrofuran-2-yl)methoxy)-2-(3-phenoxybenzyl)malonic acid